5,6-dihydro-4H-pyrrolo[1,2-b]pyrazol-2-yl triflate O(S(=O)(=O)C(F)(F)F)C=1C=C2N(N1)CCC2